C(C)(C)(C)OC(=O)N1CCC=C1 tert-butyl-2,3-dihydropyrrole-1-carboxylate